BrC1=CC=C(C=C1)N1C(CCCC1)C(F)(F)F 1-(4-bromophenyl)-2-(trifluoromethyl)piperidine